(4-phenyl)(4-butylphenyl)amine C1(=CC=CC=C1)C1(CC=C(C=C1)N)CCCC